2-(benzo[d]thiazol-6-ylamino)-3,5-dihydro-4H-imidazol-4-one S1C=NC2=C1C=C(C=C2)NC2=NCC(N2)=O